4-(4-(4-(chloromethyl)-5-methylthiazol-2-yl)benzyl)morpholine hydrochloride Cl.ClCC=1N=C(SC1C)C1=CC=C(CN2CCOCC2)C=C1